COC1=CC=C(C2=C1N=C(O2)N2CC1CCC(C2)N1C(=O)OC(C)(C)C)C=1SC=CN1 tert-Butyl 3-(4-methoxy-7-(thiazol-2-yl)benzo[d]oxazol-2-yl)-3,8-diazabicyclo[3.2.1]octane-8-carboxylate